γ-butyl ether CCC(C)OC(CC)C